N-(2-(1-((6-(2,4-dioxotetrahydropyrimidin-1(2H)-yl)pyridazin-3-yl)methyl)piperidin-4-yl)-5-(2-hydroxypropan-2-yl)benzo[d]oxazol-6-yl)-6-(trifluoromethyl)nicotinamide O=C1N(CCC(N1)=O)C1=CC=C(N=N1)CN1CCC(CC1)C=1OC2=C(N1)C=C(C(=C2)NC(C2=CN=C(C=C2)C(F)(F)F)=O)C(C)(C)O